(R)-4-(7-methyl-4-((1r,3S)-3-(trifluoromethyl)cyclobutyl)pteridin-2-yl)-2-(6-methylpyridazin-4-yl)morpholine CC1=CN=C2C(=NC(=NC2=N1)N1C[C@H](OCC1)C1=CN=NC(=C1)C)C1CC(C1)C(F)(F)F